S1C(=NC2=C1C=CC=C2)C([C@H](C[C@H]2C(NCC2)=O)NC(=O)[C@H]2N(CC1(C2)CCCC1)C([C@H](C(C)C)NS(=O)(=O)C)=O)=O (3S)-N-{(2S)-1-(1,3-benzothiazol-2-yl)-1-oxo-3-[(3S)-2-oxopyrrolidin-3-yl]propan-2-yl}-2-{(2S)-3-methyl-2-[(methylsulfonyl)amino]butanoyl}-2-azaspiro[4.4]nonane-3-carboxamide